4-{4-[(4'-Chloro-1,1'-biphenyl-2-yl)methyl]piperazin-1-yl}-N-({3-nitro-4-[(tetrahydro-2H-pyran-4-ylmethyl)amino]phenyl}sulfonyl)-2-(1H-pyrrolo[2,3-b]pyridin-5-yloxy)benzamide ClC1=CC=C(C=C1)C1=C(C=CC=C1)CN1CCN(CC1)C1=CC(=C(C(=O)NS(=O)(=O)C2=CC(=C(C=C2)NCC2CCOCC2)[N+](=O)[O-])C=C1)OC=1C=C2C(=NC1)NC=C2